ClC1=C(C(=CC=C1Cl)OC)[C@H]1C[C@@H]2N(C(OC2CO)=O)C1 (6R,7aS)-6-(2,3-dichloro-6-methoxyphenyl)-1-(hydroxymethyl)tetrahydro-1H,3H-pyrrolo[1,2-c]oxazol-3-one